OC=1C(=C2C(=C(N(C2=CC1)C1=C(C=CC=C1)OC)C)C(=O)OCC)CN1CCCCC1 ethyl 5-hydroxy-1-(2-methoxyphenyl)-2-methyl-4-(piperidin-1-ylmethyl)-1H-indole-3-carboxylate